(2-fluorophenyl)-((5-(4-methoxy-3-methylphenyl)thiophen-2-yl)methyl)pyrazine-2-carboxamide FC1=C(C=CC=C1)C=1N=C(C(=NC1)C(=O)N)CC=1SC(=CC1)C1=CC(=C(C=C1)OC)C